4-(8-(4-((3-(4-Cyclopropyl-1,2,3,4-tetrahydroquinoxaline-1-carbonyl)pyridin-4-yl)oxy)-2,5-dimethylbenzyl)-2-oxo-1-oxo-3,8-diazaspiro[4.5]dec-3-yl)benzoic acid C1(CC1)N1CCN(C2=CC=CC=C12)C(=O)C=1C=NC=CC1OC1=CC(=C(CN2CCC3(CN(C(C3=O)=O)C3=CC=C(C(=O)O)C=C3)CC2)C=C1C)C